2,6-di(9H-carbazol-9-yl)-4-(2,6-dimethylpyridin-3-yl)benzonitrile C1=CC=CC=2C3=CC=CC=C3N(C12)C1=C(C#N)C(=CC(=C1)C=1C(=NC(=CC1)C)C)N1C2=CC=CC=C2C=2C=CC=CC12